O=C1NC(C=CC1N1N=C(C2=C(C=CC=C12)C#CCOC1CCC(CC1)C=O)C)=O (1r,4r)-4-((3-(1-(2,6-dioxopyridin-3-yl)-3-methyl-1H-indazole-4-yl)prop-2-yn-1-yl)oxy)cyclohexane-1-carbaldehyde